(S)-tert-butyl 4-(3-(1-(4-fluorophenyl)-3,4-dihydroisoquinolin-2(1H)-yl)-3-oxopropyl)piperidine-1-carboxylate FC1=CC=C(C=C1)[C@@H]1N(CCC2=CC=CC=C12)C(CCC1CCN(CC1)C(=O)OC(C)(C)C)=O